methylaminolevulinat hydrochloride Cl.CNC(C(=O)O)CC(=O)C